ClC=1C=CC=2C(=C3N(C2C1C=1C(=NN(C1C)C)C)[C@@H](CN(C3=O)C=3C=CC=C1C(=CNC31)C(=O)OC)C)CCCOC3=CC(=C(C(=C3)C)Cl)C methyl (R)-7-(7-chloro-10-(3-(4-chloro-3,5-dimethylphenoxy)propyl)-4-methyl-1-oxo-6-(1,3,5-trimethyl-1H-pyrazol-4-yl)-3,4-dihydropyrazino[1,2-a]indol-2(1H)-yl)-1H-indole-3-carboxylate